CC1(CC1)OC1=NC=CC(=C1[N+](=O)[O-])S(=O)(=O)C 2-(1-methylcyclopropoxy)-4-(methylsulfonyl)-3-nitropyridine